isostearic acid isostearate C(CCCCCCCCCCCCCCC(C)C)(=O)O.C(CCCCCCCCCCCCCCC(C)C)(=O)O